FC(C(=O)[O-])(F)F.NC(=O)C1=CC(=CC2=CN(N=C12)C1=CC=C(C=C1)C1C[NH+](CCC1)CC)F 3-{4-[7-(aminocarbonyl)-5-fluoro-2H-indazol-2-yl]phenyl}-1-ethylpiperidinium trifluoroacetate